BrC1=CN=CC(=N1)NC(=O)[C@H]1N[C@@H]2C[C@@H]2C1 (1R,3S,5R)-N-(6-bromopyrazin-2-yl)-2-azabicyclo[3.1.0]hexane-3-carboxamide